O1CCC(CC1)OC=1C(=NC=CC1)CN (3-((tetrahydro-2H-pyran-4-yl)oxyl)Pyridin-2-yl)methylamine